C(CCCCCCC)[Si](OC)(OC)OC n-octyl-Trimethoxysilane